BrC=1C=C2C(=NNC(C2=C(C1)OCC)=O)CN(C)C 6-bromo-4-((dimethylamino)methyl)-8-ethoxyphthalazin-1(2H)-one